C(C1=CC=CC=C1)(=O)O[C@H](C(=O)O)[C@@H](C(=O)O)OC(C1=CC=CC=C1)=O.NC1([C@@H](CCCC1)CO)C1=CC(=C(C=C1)CCC(C)(C)C)Cl {(R)-2-Amino-2-[3-chloro-4-(3,3-dimethylbutyl)phenyl]cyclohexyl}methanol (2S,3S)-2,3-bis-benzoyloxy-succinate